(2S,3S,5R)-3-[(tert-butyldimethylsilyl)oxy]-5-(2,4-dioxo-3H-pyrimidin-1-yl)oxolane-2-carbaldehyde [Si](C)(C)(C(C)(C)C)O[C@@H]1[C@H](O[C@H](C1)N1C(NC(C=C1)=O)=O)C=O